glycerol trivalerate C(CCCC)(=O)OCC(OC(CCCC)=O)COC(CCCC)=O